(S)-2-(2-hydroxyphenyl)-N-methoxy-N-methyl-4,5-dihydrothiazole-4-carboxamide OC1=C(C=CC=C1)C=1SC[C@@H](N1)C(=O)N(C)OC